ClC=1C=CC=C2C=CC=C(C12)N1CC=2N=CN=C(C2CC1)N1CC(C1)NS(=O)(=O)C1=C(C(=C(C(=C1F)F)F)F)F N-(1-(7-(8-chloronaphthalen-1-yl)-5,6,7,8-tetrahydropyrido[3,4-d]pyrimidin-4-yl)azetidin-3-yl)-2,3,4,5,6-pentafluorobenzenesulfonamide